BrC=1C=C(C=C(C1)OC1=CC(=C(C=C1)C)Cl)C(C)(C)O 2-[3-bromo-5-(3-chloro-4-methyl-phenoxy)phenyl]propan-2-ol